[Ag+].[Ni+2].[Ti+4] titanium Nickel (II) Silver